OC1=CC=C(OC2CCC(CC2)NC(OC(C)(C)C)=O)C=C1 tert-butyl [(1r,4r)-4-(4-hydroxyphenoxy) cyclohexyl]Carbamate